FC1=CC=C(CC=2C(=NC(=CN2)C(F)(F)F)NCCN2CCCC2)C=C1 3-(4-fluorobenzyl)-N-(2-(pyrrolidin-1-yl)ethyl)-6-(trifluoromethyl)pyrazin-2-amine